(6-carbamoyl-[2,3'-bipyridine]-6'-yl)carbamic acid tert-butyl ester C(C)(C)(C)OC(NC1=CC=C(C=N1)C1=NC(=CC=C1)C(N)=O)=O